3-[3-[(3R,9aS)-3-(3-chloro-4-fluoro-phenyl)-3,4,6,7,9,9a-hexahydro-1H-pyrazino[2,1-c][1,4]oxazine-8-carbonyl]-2-chlorophenyl]-1H-pyrazole-5-carbonitrile ClC=1C=C(C=CC1F)[C@@H]1CN2[C@H](CO1)CN(CC2)C(=O)C=2C(=C(C=CC2)C2=NNC(=C2)C#N)Cl